(dibenzofuranyl)(terphenyl) C1(=CC=CC=2OC3=C(C21)C=CC=C3)C3=C(C=CC=C3)C=3C(=CC=CC3)C3=CC=CC=C3